2-bromo-7-(1-hydroxyethyl)-12-oxa-3-thia-6-azatricyclo[6.4.1.04,13]trideca-1,4(13),7-trien-5-one BrC1=C2OCCCC3=C(NC(C(S1)=C23)=O)C(C)O